C1N(CC12CNC2)C(=O)OCC2=CC=CC=C2 2,6-diazaspiro[3.3]heptane-2-carboxylic acid, phenylmethyl ester